tert-butyl (R)-3-(2-(difluoromethyl)-4-(methylcarbamoyl) phenyl)-6-methyl-4-oxo-2-thioxo-2,3,4,5,6,8-hexahydropyrido[3,4-d]pyrimidine-7(1H)-carboxylate FC(C1=C(C=CC(=C1)C(NC)=O)N1C(NC2=C(C1=O)C[C@H](N(C2)C(=O)OC(C)(C)C)C)=S)F